4-((2-bromophenyl)amino)-2-((2-(3-cyanocyclobutyl)-6-methoxy-1,2,3,4-tetrahydroisoquinolin-7-yl)amino)pyrimidine-5-carboxamide BrC1=C(C=CC=C1)NC1=NC(=NC=C1C(=O)N)NC1=C(C=C2CCN(CC2=C1)C1CC(C1)C#N)OC